NCCCCOCCN1C(C2=C(C=3C=CC(=CC13)C(=O)OC)C=NN2)=O Methyl 5-(2-(4-aminobutoxy)ethyl)-4-oxo-4,5-dihydro-3H-pyrazolo[3,4-c]quinoline-7-carboxylate